Cl.N[C@H]1CC(NC1)=O (S)-4-aminopyrrolidin-2-one hydrochloride